O=C1NCC2=CC(=CC=C12)C1CCN(CC1)CC1=CC=C(C=C1)CN1CCN(CC1)C1=CC=CC=C1 1-oxo-5-(1-(4-((4-phenylpiperazin-1-yl)methyl)benzyl)piperidin-4-yl)isoindoline